C(C=C)S(=O)(=O)OC methyl allyl-sulphonate